C(C)OC(=O)C=1OC(=NN1)C1=CC(=CC=C1)C#N (3-cyanophenyl)-1,3,4-oxadiazole-2-carboxylic acid ethyl ester